Natrium persulfat S(=O)(=O)([O-])OOS(=O)(=O)[O-].[Na+].[Na+]